(R)-N-(1-(3-(1,1-difluoro-2-hydroxy-2-methylpropyl)-2-fluorophenyl)ethyl)-2-methylpropane-2-sulfinamide FC(C(C)(C)O)(F)C=1C(=C(C=CC1)C(C)N[S@](=O)C(C)(C)C)F